C(CCCCCCC\C=C/CCCCCCCC)OC(C(C)OCCCCCCCC\C=C/CCCCCCCC)N(C)C 1,2-dioleyloxy-dimethylaminopropane